(1-vinyl-imidazole) cobalt (II) chloride [Co](Cl)Cl.C(=C)N1C=NC=C1